NC=1C=C(C=CC1)CCN1C(OC(C1=O)C)C=1C(=NN(C1)C1=CC=C(C=C1)Br)C1=CC=C(C=C1)F 3-(3-aminophenylethyl)-2-(1-(4-bromophenyl)-3-(4-fluorophenyl)-1H-pyrazol-4-yl)-5-methyl-oxazolidin-4-one